C1(CCCC1)NC(=O)C1=CC2=C(N=C(S2)N2C3C(CCC2)NCC3)C=C1 N-cyclopentyl-2-(octahydro-4H-pyrrolo[3,2-b]pyridin-4-yl)benzo[d]thiazole-6-carboxamide